FC1=C(C=CC(=C1)C(F)(F)F)COC1CN(C1)C(=O)N(CCC1=CN=NN1)C 3-[[2-fluoro-4-(trifluoromethyl)phenyl]methoxy]-N-methyl-N-[2-(1H-triazol-5-yl)ethyl]azetidine-1-carboxamide